C1(CCC1)OC([C@@H](N[P@@](=O)(OC1=CC=CC=C1)OC[C@H]1O[C@@]([C@@H]([C@@H]1O)O)(C#N)C1=CC=C2C(=NC=NN21)N)CC(=O)OC2CCC2)=O N-((S)-(((2R,3S,4R,5R)-5-(4-aminopyrrolo[2,1-f][1,2,4]triazine-7-yl)-5-cyano-3,4-dihydroxytetrahydrofuran-2-yl)methoxy)(phenoxy)phosphoryl)-L-aspartic acid-1,4-dicyclobutyl ester